NCCCN1C=C(C2=CC(=CC=C12)CN1CCC(CC1)CN1CCN(CC1)C=1C=C2C(N(C(C2=CC1)=O)C1C(NC(CC1)=O)=O)=O)C1=C(C=C(C=C1)OC)F 5-(4-((1-((1-(3-aminopropyl)-3-(2-fluoro-4-methoxyphenyl)-1H-indol-5-yl)methyl)piperidin-4-yl)methyl)piperazin-1-yl)-2-(2,6-dioxopiperidin-3-yl)isoindoline-1,3-dione